5-(azetidin-3-yloxy)-2-nitropyridine hydrochloride Cl.N1CC(C1)OC=1C=CC(=NC1)[N+](=O)[O-]